11-octadecene-9-ynoic acid C(CCCCCCCC#CC=CCCCCCC)(=O)O